C(#N)C1=CC(=C(COC2=CC=CC(=N2)C2CCN(CC2)CC2=NC3=C(N2C)C=C(C=C3OCC)C(=O)NS(=O)(=O)C)C=C1)F 2-((4-(6-((4-Cyano-2-fluorobenzyl)oxy)pyridin-2-yl)piperidin-1-yl)methyl)-4-ethoxy-1-methyl-N-(methylsulfonyl)-1H-benzo[d]imidazole-6-carboxamide